1-methyl-7-(3-methylthiophene-2-yl)-2-oxo-1,2,3,4-tetrahydro-[1,4]diazepin CN1C(CNCC=C1C=1SC=CC1C)=O